N-(beta-aminoethyl)-alpha-aminopropyltrimethoxysilane NCCNC(CC)[Si](OC)(OC)OC